(3S,6S,7R)-12-(benzyloxy)-6-hydroxy-3-methyl-1,11-dioxo-N-(2,4,6-trifluorobenzyl)-1,6,7,11-tetrahydro-3H-2,7-methanopyrido[1,2-a][1,4]diazonine-10-carboxamide C(C1=CC=CC=C1)OC=1C(C(=CN2C1C(N1[C@H](C=C[C@@H]([C@H]2C1)O)C)=O)C(=O)NCC1=C(C=C(C=C1F)F)F)=O